5-(pyrrolidin-1-ylmethyl)-4H-1,2,4-triazole-3-carboxamide N1(CCCC1)CC=1NC(=NN1)C(=O)N